N-{2-chloro-6-[4-(propan-2-yl)piperazin-1-yl]phenyl}-4-(5-cyclopropyl-1,3-thiazol-2-yl)-4-methylpiperidine-1-carboxamide ClC1=C(C(=CC=C1)N1CCN(CC1)C(C)C)NC(=O)N1CCC(CC1)(C)C=1SC(=CN1)C1CC1